NC1=CC(=C(C(=C1)CC)O)CC 4-amino-2,6-diethylphenol